N',N-di-cyclohexyl-carbodiimide C1(CCCCC1)N=C=NC1CCCCC1